FC1CC(N(C1)C(CC=1OC=C(N1)C)=O)C(=O)NC(C1=NC=C(C=C1)C(C)C)C1=CC=CC=C1 4-fluoro-1-[2-(4-methyl-1,3-oxazol-2-yl)acetyl]-N-{phenyl[5-(propan-2-yl)pyridin-2-yl]methyl}pyrrolidine-2-carboxamide